NCC(C(=O)OCC1=CC=CC=C1)NC(=O)OCC1=CC=CC=C1 benzyl 3-amino-2-(((benzyloxy)carbonyl)amino)propanoate